3-ethynyl-13-(3-fluoro-4-((4-methylpyrimidin-2-yl)oxy)phenyl)-6,7-dihydro-5H-pyrido[3,4-c]pyrimido[5',4':4,5]pyrrolo[1,2-a]azepin-12-amine C(#C)C1=CC2=C(C=3N(CCC2)C2=C(C3C3=CC(=C(C=C3)OC3=NC=CC(=N3)C)F)C(=NC=N2)N)C=N1